OC(C)P(O)(=O)O 1-hydroxyethanephosphonic acid